(E)-3-(4-((1-cyclopentyl-3-(3,5-difluoro-4-((hydroxyimino)methyl)phenyl)-1H-indazol-6-yl)methoxy)phenyl)butanoic acid C1(CCCC1)N1N=C(C2=CC=C(C=C12)COC1=CC=C(C=C1)C(CC(=O)O)C)C1=CC(=C(C(=C1)F)/C=N/O)F